1-methyl-7-phenoxy-4H,6H-benzo[e][1,2,4]triazolo[3,4-c][1,4]oxazepine CC1=NN=C2COCC3=C(N21)C=CC=C3OC3=CC=CC=C3